ClC=1N(C2=CC=C(C=C2C1C=O)C=O)C 2-CHLORO-1-METHYL-1H-INDOLE-3,5-DICARBALDEHYDE